(2R,4S)-N-((S)-1-(((6-amino-2-methylpyridin-3-yl)methyl)amino)-1-oxopropan-2-yl)-4-(4-bromobenzyl)pyrrolidine-2-carboxamide NC1=CC=C(C(=N1)C)CNC([C@H](C)NC(=O)[C@@H]1NC[C@H](C1)CC1=CC=C(C=C1)Br)=O